C(C)C1=CC=C(C(=N1)N1CCN(CC1)CC=1SC2=C(N1)C=CC=C2)C=2N=NNN2 2-[[4-[6-ethyl-3-(2H-tetrazol-5-yl)-2-pyridyl]piperazin-1-yl]methyl]-1,3-benzothiazole